FC=1C(=C(C=CC1F)[C@H]1[C@@H](O[C@]([C@H]1C)(C(F)(F)F)C)C(=O)NC=1C=NC(=CC1)[C@H](CN)O)OC([2H])([2H])[2H] (2R,3S,4S,5R)-3-(3,4-difluoro-2-(methoxy-d3)phenyl)-N-(6-((S)-2-amino-1-hydroxyethyl)pyridin-3-yl)-4,5-dimethyl-5-(trifluoromethyl)tetrahydrofuran-2-carboxamide